C(CCCC)[Sn](CCCCC)(CCCCC)CCCCC tetrapentyl-tin